Ortho-xylol C=1(C(=CC=CC1)C)C